3-(3-methoxyphenyl)-N-(2-morpholinopyrimidin-4-yl)isoxazol-5-amine COC=1C=C(C=CC1)C1=NOC(=C1)NC1=NC(=NC=C1)N1CCOCC1